4-(6-bromo-4-nitropyridin-2-yl)morpholine-2,2,3,3,5,5,6,6-d8 BrC1=CC(=CC(=N1)N1C(C(OC(C1([2H])[2H])([2H])[2H])([2H])[2H])([2H])[2H])[N+](=O)[O-]